(methoxy-d3)-1-trityl-1H-pyrazolo[4,3-b]pyridine C(OC1=NN(C=2C1=NC=CC2)C(C2=CC=CC=C2)(C2=CC=CC=C2)C2=CC=CC=C2)([2H])([2H])[2H]